dianiline-monophosphate P(=O)(O)(O)O.NC1=CC=CC=C1.NC1=CC=CC=C1